(2-(5-(3,5-dichloro-4-fluorophenyl)-5-(trifluoromethyl)-4,5-dihydroisoxazol-3-yl)-2,3-dihydro-1H-pyrrolo[3,4-c]pyridin-6-yl)(3-fluoropyrrolidin-1-yl)methanone ClC=1C=C(C=C(C1F)Cl)C1(CC(=NO1)N1CC=2C=NC(=CC2C1)C(=O)N1CC(CC1)F)C(F)(F)F